NC(CCC1CC1)(C1=CC(=CC=C1)C(N)=O)C=1C=CC(=C(C1)NC(=O)C1=CC(=NN1C1=CC(=CC=C1)CN)C(F)(F)F)F (-)-N-(5-(1-amino-1-(3-carbamoylphenyl)-3-cyclopropyl-propyl)-2-fluorophenyl)-1-(3-(aminomethyl)phenyl)-3-(trifluoromethyl)-1H-pyrazole-5-carboxamide